C(C1=CC=CC=C1)OC=1C(=CC2=C(N(C[C@H](N(S2(=O)=O)C)C2CCCCC2)C2=CC=CC=C2)C1)C=1C=CC(=C(C(=O)O)C1)F (R)-5-(7-(benzyloxy)-3-cyclohexyl-2-methyl-1,1-dioxido-5-phenyl-2,3,4,5-tetrahydrobenzo[f][1,2,5]thiadiazepin-8-yl)-2-fluorobenzoic acid